N1(C=CC2=CC=CC=C12)C1=NC(=NC=C1)NC=1C=C(C(=CC1OC)N(CCN1CCCC1)C)N N4-(4-(1H-indol-1-yl)pyrimidin-2-yl)-5-methoxy-N1-methyl-N1-(2-(pyrrolidin-1-yl)ethyl)benzene-1,2,4-triamine